ClC1=C2C(=C(N=N1)NC13CCC(CC1)(C3)O)C=NC=C2 4-((1-chloropyrido[3,4-d]pyridazin-4-yl)amino)bicyclo[2.2.1]heptan-1-ol